3-(3-Chloro-2-ethyl-anilino)-2-[3-(1,4-dioxan-2-ylmethoxy)-4-pyridinyl]-1,5,6,7-tetrahydropyrrolo[3,2-c]pyridin-4-one ClC=1C(=C(NC2=C(NC3=C2C(NCC3)=O)C3=C(C=NC=C3)OCC3OCCOC3)C=CC1)CC